C(#C)C1=CCCCC1 1-ethynylcyclohexene